4-bromo-5-fluoro-2-methyl-1H-indole-7-carboxylic acid amide BrC1=C2C=C(NC2=C(C=C1F)C(=O)N)C